FC=1C=C(C=CC1OC)[SH2+] 3-fluoro-4-methoxyphenyl-sulfonium